(((5S,7R)-3-(5-(2-hydroxy-prop-2-yl)pyrazin-2-yl)-7-methoxy-2-oxo-1-oxa-3-azaspiro[4.5]decan-7-yl)methyl)-1H-benzo[d]imidazole-6-carbonitrile OC(C)(C)C=1N=CC(=NC1)N1C(O[C@]2(C1)C[C@@](CCC2)(OC)CN2C=NC1=C2C=C(C=C1)C#N)=O